6-fluoro-7-(2-fluoro-6-hydroxyphenyl)-1-(2-isopropyl-4-methylpyridin-3-yl)pyrido[2,3-d]pyrimidin-2(1H)-one FC1=CC2=C(N(C(N=C2)=O)C=2C(=NC=CC2C)C(C)C)N=C1C1=C(C=CC=C1O)F